3,5-dimethyl-[1,1':4',1''-terphenyl] CC=1C=C(C=C(C1)C)C1=CC=C(C=C1)C1=CC=CC=C1